ClC=1C=C(CNC2=NC(=NC3=CC=C(C=C23)C=2C(=NOC2C)C)C(=O)NCC=2C(=NOC2C)C)C=CC1 4-((3-chlorobenzyl)amino)-6-(3,5-dimethylisoxazol-4-yl)-N-((3,5-dimethylisoxazol-4-yl)methyl)quinazoline-2-carboxamide